3-(2-((1-(2-chloro-4-methylphenyl)-2-oxopyrrolidin-3-yl)amino)-2-oxoacetyl)-1H-indole-6-carboxylic acid ClC1=C(C=CC(=C1)C)N1C(C(CC1)NC(C(=O)C1=CNC2=CC(=CC=C12)C(=O)O)=O)=O